OC[C@H]1C[C@@H](CN1)O (3S,5R)-5-(hydroxymethyl)pyrrolidin-3-ol